1,6-dimethyl (2R,3S,4R,5S)-2,3,4,5-tetrahydroxyadipate O[C@@H](C(=O)OC)[C@H]([C@H]([C@@H](C(=O)OC)O)O)O